C(C=CC)(=O)OCCCC n-butyl butenoate